C(C)(C)(C)C1=CC=C(C=C1)C12CCNCC2C1 6-(4-(tert-Butyl)phenyl)-3-azabicyclo[4.1.0]heptane